tert-butyl (3-(3-(4-((3-(1,1-difluoroethyl)phenyl)carbamoyl)-3-methyl-5-oxo-4,5-dihydro-1H-pyrazol-1-yl)phenyl)prop-2-yn-1-yl)carbamate FC(C)(F)C=1C=C(C=CC1)NC(=O)C1C(=NN(C1=O)C=1C=C(C=CC1)C#CCNC(OC(C)(C)C)=O)C